FC1=CC=C2C(=N1)C(OCC2)(C)C 2-fluoro-8,8-dimethyl-6,8-dihydro-5H-pyrano[3,4-b]pyridine